tris(dodecyl)-methoxysilane C(CCCCCCCCCCC)[Si](OC)(CCCCCCCCCCCC)CCCCCCCCCCCC